OC1C=C(CC(C1O)O)C(=O)O 3,4,5-trihydroxy-1-cyclohexene-1-formic acid